2-[4-[1-[3-(2-oxo-3,4-dihydroquinolin-1-yl)propyl]-4-piperidyl]butyl]isoxazolidin-3-one O=C1N(C2=CC=CC=C2CC1)CCCN1CCC(CC1)CCCCN1OCCC1=O